NC1=NC=NC=2N(C3=CC=C(C=C3C21)C=2C=C(C=CC2)C)CC(=O)O 2-(4-amino-6-(m-tolyl)-9H-pyrimido[4,5-b]indol-9-yl)acetic acid